2-[[(1R)-2-[(2R,3R)-2-(2-Chloro-5-fluoro-3-methyl-phenyl)-1-[2-[3-cyclopropyl-5-(trifluoromethyl)pyrazol-1-yl]acetyl]pyrrolidin-3-yl]oxy-1-methyl-ethyl]-methyl-amino]acetamide ClC1=C(C=C(C=C1C)F)[C@H]1N(CC[C@H]1OC[C@@H](C)N(CC(=O)N)C)C(CN1N=C(C=C1C(F)(F)F)C1CC1)=O